1-methyl-1,2,3,4-tetrahydro-6H-pyrazino[1,2-c]pyrimidine-6,8(7H)-dione CC1NCCN2C(NC(C=C21)=O)=O